C(C)N(C(C1=CC=C(C=C1)N1CCN(CC1)C(C1=CC(=CC(=C1)C(F)(F)F)C1=CC(=CC=C1)O)=O)=O)CC N,N-Diethyl-4-[4-[3-(3-hydroxyphenyl)-5-(trifluoromethyl)benzoyl]piperazin-1-yl]benzamide